(3S)-N-[2-[6-[[5-(3-fluoro-2-pyridyl)thiazol-2-yl]amino]imidazo[4,5-c]pyridin-1-yl]ethyl]-4-prop-2-enoyl-morpholine-3-carboxamide FC=1C(=NC=CC1)C1=CN=C(S1)NC1=CC2=C(C=N1)N=CN2CCNC(=O)[C@H]2N(CCOC2)C(C=C)=O